C(C)OC(=O)C1CC2=C(C(=C(C=C2C1)NC(=O)[C@H]1N(CC1)C(=O)OC(C)(C)C)O)F tert-butyl (2S)-2-[(2-ethoxycarbonyl-7-fluoro-6-hydroxy-indan-5-yl)carbamoyl]azetidine-1-carboxylate